O([C@H]1[C@H](O)[C@@H](O)[C@H](O)[C@H](O1)CO)C1[C@H](O)[C@H](O)[C@@H](O)[C@@H](O1)C L-rhamnopyranosyl-(1→6) β-D-glucopyranoside